CN1CC(CCC1)C(=O)O N-methylpiperidine-3-carboxylic acid